CC1=CC(=NN1C=1C=C2C=CN(C2=CC1)CC1=CC=C(C=C1)[C@@H]1CCN(CCC1)C)C(=O)N (S)-5-Methyl-1-(1-(4-(1-methylazepan-4-yl)benzyl)-1H-indol-5-yl)-1H-pyrazol-3-carboxamid